FC1=C(C=C(C(=O)Cl)C=C1)[N+](=O)[O-] 4-fluoro-3-nitrobenzoyl Chloride